(1S,2S)-2-((tert-butyldimethylsilyl)oxy)-N-((4-methylthiazol-5-yl)methyl)cyclohexan-1-amine [Si](C)(C)(C(C)(C)C)O[C@@H]1[C@H](CCCC1)NCC1=C(N=CS1)C